C(C)OC(C(C)(C)OC=1C=C(C=CC1)NC(=O)C1(CC1)C(=O)O)=O 1-((3-((1-ethoxy-2-methyl-1-oxopropan-2-yl)oxy)phenyl)carbamoyl)cyclopropane-1-carboxylic acid